CCCC1=CC=C(C=C1)O 4-n-propylphenol